C(C)(C)(C)OC(=O)N1CCC=CC1 N-tert-butoxycarbonyl-3,6-dihydro-2H-pyridin